(3-methyl-5-tert-butyl-4-hydroxyphenyl)propionic acid octadecyl ester C(CCCCCCCCCCCCCCCCC)OC(C(C)C1=CC(=C(C(=C1)C(C)(C)C)O)C)=O